OC1=C(C=C(C=C1)CO)NC(=O)CNC(OC(C)(C)C)=O Tert-butyl [(2-Hydroxy-5-hydroxymethyl-phenylcarbamoyl)-methyl]-carbamate